C(C)(C)(C)O[C@H](C(=O)O)C1=C(C2=C(N=C(S2)C=2C=C3C(=NN(C3=CC2)C)C2CCN(CC2)C(=O)[C@H]2OCCC2)C=C1C)C1=CC=C(C=C1)Cl (S)-2-(tert-butoxy)-2-(7-(4-chlorophenyl)-5-methyl-2-(1-methyl-3-(1-((S)-tetrahydrofuran-2-carbonyl)piperidin-4-yl)-1H-indazol-5-yl)benzo[d]thiazol-6-yl)acetic acid